2-Fluoro-5-methoxy-4-(3-methyl-6-(pyrazolo[1,5-a]pyrimidin-3-yl)-1H-pyrazolo[4,3-c]pyridin-1-yl)phenol FC1=C(C=C(C(=C1)N1N=C(C=2C=NC(=CC21)C=2C=NN1C2N=CC=C1)C)OC)O